3-{4-[4-(piperidin-4-ylmethyl)piperazin-1-yl]phenyl}piperidine-2,6-dione hydrochloride Cl.N1CCC(CC1)CN1CCN(CC1)C1=CC=C(C=C1)C1C(NC(CC1)=O)=O